di(hexylbenzyl) sulfide C(CCCCC)C(C1=CC=CC=C1)SC(C1=CC=CC=C1)CCCCCC